SSCCCCCCCC 2-thia-thian-decan